OCCOCCOCCOCCOCCOCCOCCNS(=O)(=O)C1=CC=C(C=C1)[N+](=O)[O-] N-[2-[2-[2-[2-[2-[2-(2-hydroxyethoxy)ethoxy]ethoxy]ethoxy]ethoxy]ethoxy]ethyl]-4-nitro-benzenesulfonamide